rac-methyl 2-((1S,3S)-3-hydroxy-3-methylcyclohexyl)-6-methoxy-2H-indazole-5-carboxylate O[C@@]1(C[C@H](CCC1)N1N=C2C=C(C(=CC2=C1)C(=O)OC)OC)C |r|